NC1=C(C=CC(=C1F)NCC1=CC=C(C=C1)C(F)(F)F)NC(CCCCCCCCC)=O N-(2-amino-3-fluoro-4-((4-(trifluoromethyl)benzyl)amino)phenyl)decanamide